NC1=NC(=CC(=N1)N1CCC2(C[C@H](NC2)C(=O)OCC)CC1)O[C@@H](C(F)(F)F)C1=CC=C(C=C1)C1=CC(=C(C=C1)OC)F (S)-ethyl 8-(2-amino-6-((R)-2,2,2-trifluoro-1-(3'-fluoro-4'-methoxy-[1,1'-biphenyl]-4-yl)ethoxy)pyrimidin-4-yl)-2,8-diazaspiro[4.5]decane-3-carboxylate